NC1=NC=C(C=C1C#CC1=C(C=C(C#N)C=C1)C)[N+](=O)[O-] 4-(2-(2-amino-5-nitropyridin-3-yl)ethynyl)-3-methylbenzonitrile